(7R,14R)-1-(difluoromethoxy)-11-(4-(dimethylphosphoryl)-2,5-difluorophenyl)-6-(methyl-d3)-6,7-dihydro-7,14-methanobenzo[f]pyrido[3',2':4,5]imidazo[1,2-a][1,4]diazocin-5(14H)-one FC(OC1=CC=CC=2C(N([C@H]3C=4N([C@@H](C21)C3)C3=C(N4)C=CC(=N3)C3=C(C=C(C(=C3)F)P(=O)(C)C)F)C([2H])([2H])[2H])=O)F